2-(chloromethyl)-3-(2-methoxyethyl)-6-nitroquinazolin-4(3H)-one ClCC1=NC2=CC=C(C=C2C(N1CCOC)=O)[N+](=O)[O-]